6-Ethylnaphthalen-2-ol C(C)C=1C=C2C=CC(=CC2=CC1)O